ethyl-4-((tert-butylsulfinyl)amino)-N-(3-chloro-4-fluorophenyl)-2-methyl-2,4,5,6-tetrahydrocyclopenta[c]pyrrole-1-carboxamide C(C)C1=C2C(=C(N1C)C(=O)NC1=CC(=C(C=C1)F)Cl)CCC2NS(=O)C(C)(C)C